CC1(C2=CC=CC=C2C(C=2C=CC=CC12)=C)C 9,9-dimethyl-10-methylene-9,10-dihydroanthracene